(S)-N-(4-((1-(tert-butoxy)-1-oxo-3-phenylpropan-2-yl)amino)-4-oxobut-1-en-2-yl)-N,N-dimethylhexan-1-aminium chloride [Cl-].C(C)(C)(C)OC([C@H](CC1=CC=CC=C1)NC(CC(=C)[N+](CCCCCC)(C)C)=O)=O